fluoro(nonafluorobutane) FC(C(C(C(F)(F)F)(F)F)(F)F)(F)F